NC1=CC=C(C=C1)N1CCC(CC1)(C)NC(OCC1=CC=CC=C1)=O Benzyl N-[1-(4-aminophenyl)-4-methylpiperidin-4-yl]Carbamate